C1(CC1)C1=CC=C(C=C1)N1N=C(C=C1C1=CC=C(C#N)C=C1)C(=O)N1C[C@@H](CCC1)NC (R)-4-(1-(4-Cyclopropylphenyl)-3-(3-methylaminopiperidin-1-carbonyl)-1H-pyrazol-5-yl)benzonitril